2-(2,4-dioxotetrahydropyrimidin-1(2H)-yl)-5-((4-(thieno[2,3-d]pyrimidin-2-yl)-3,6-dihydropyridine-1(2H)-yl)methyl)isoindoline-1,3-dione O=C1N(CCC(N1)=O)N1C(C2=CC=C(C=C2C1=O)CN1CCC(=CC1)C=1N=CC2=C(N1)SC=C2)=O